methyl (S)-4-(6-chloro-7-(2-fluorophenyl)-4-(2-methylpiperazin-1-yl)-2-oxopyrido[2,3-d]pyrimidin-1(2H)-yl)-3-isopropyl-5-methylbenzoate ClC1=CC2=C(N(C(N=C2N2[C@H](CNCC2)C)=O)C2=C(C=C(C(=O)OC)C=C2C)C(C)C)N=C1C1=C(C=CC=C1)F